C1(CCCCC1)N[C@@H](C(=O)N1[C@@H](CN(CC1)C(=O)OC1=C(C=CC=C1)Cl)C(NCC=1SC=CC1)=O)C1CCN(CC1)C(=O)C=1N=CSC1 2-chlorophenyl (3S)-4-{(2R)-2-(cyclohexylamino)-2-[1-(1,3-thiazol-4-ylcarbonyl)piperidin-4-yl]acetyl}-3-[(thiophen-2-ylmethyl)carbamoyl]piperazine-1-carboxylate